C(C)OC=1C=C(C(=O)OC)C(=CC1)O methyl 3-ethoxy-6-hydroxybenzoate